2-[4-[(3-cyano-4-fluoro-1H-indol-7-yl)sulfamoyl]pyrazol-1-yl]-2-methyl-propanamide C(#N)C1=CNC2=C(C=CC(=C12)F)NS(=O)(=O)C=1C=NN(C1)C(C(=O)N)(C)C